C=C(C(C)OC(CC#N)C)CCCCCCC 3-((3-methylenedecan-2-yl)oxy)butanenitrile